6-(Bis(4-methoxybenzyl)amino)-4-methylpyridine-2-boronic acid COC1=CC=C(CN(C2=CC(=CC(=N2)B(O)O)C)CC2=CC=C(C=C2)OC)C=C1